5-bromocholestan BrC12CC[C@H]3[C@@H]4CC[C@H]([C@@H](CCCC(C)C)C)[C@]4(CC[C@@H]3[C@]2(CCCC1)C)C